C(C)O[Si](CCCSSSSCCC[Si](OCC)(OCC)OCC)(OCC)OCC (bis-[3-(triethoxy)silylpropyl])Tetrasulfide